N1=CC(=CC=C1)C=1C=NN(C1)C1=C2C(=NC=C1)NC=C2 4-(4-pyridin-3-yl-1H-pyrazol-1-yl)-1H-pyrrolo[2,3-b]pyridine